COC1=NC=C(C(=N1)C)C1=CC=C(C[N+]2=NOC(=C2)[N-]C(NC2=CC(=CC(=C2)C(F)(F)F)NC(CC2=CC=C(C=C2)OC)=O)=O)C=C1 (3-(4-(2-Methoxy-4-methylpyrimidin-5-yl)benzyl)-1,2,3-oxadiazol-3-ium-5-yl)((3-(2-(4-methoxyphenyl)acetamido)-5-(trifluoromethyl)phenyl)carbamoyl)amide